tributoxyborane C(CCC)OB(OCCCC)OCCCC